ClC=1C=C(CN2CCN(C3=CC=CC=C23)C(CCN2CCCCC2)=O)C=CC1 1-(4-(3-chlorobenzyl)-3,4-dihydroquinoxaline-1(2H)-yl)-3-(piperidin-1-yl)propan-1-one